CC1(CC(C2=CC(=CC=C12)C(=O)O)(C1=CC=C(C=C1)C(=O)O)C)C 1,1,3-Trimethyl-5-carboxy-3-(4-carboxyphenyl)indene